BrC1=CC=C2C(=N1)NC=C2S(=O)(=O)NC2=NC(=C(C(=N2)OC)C(C(F)F)([2H])[2H])OC 6-bromo-N-[5-(1,1-dideuterio-2,2-difluoro-ethyl)-4,6-dimethoxy-pyrimidin-2-yl]-1H-pyrrolo[2,3-b]pyridine-3-sulfonamide